(1r,4r)-N1-(2-Methoxyethyl)-N4-(5-methyl-4-(6-phenylimidazo[1,2-a]pyridin-3-yl)pyrimidin-2-yl)cyclohexan-1,4-diamin COCCNC1CCC(CC1)NC1=NC=C(C(=N1)C1=CN=C2N1C=C(C=C2)C2=CC=CC=C2)C